(S)-N-(2-((5-chloro-2-((3-ethyl-1,2,3,4,4a,5-hexahydrobenzo[b]pyrazino[1,2-d][1,4]oxazin-8-yl)amino)pyrimidin-4-yl)amino)phenyl)methanesulfonamide ClC=1C(=NC(=NC1)NC=1C=CC2=C(OC[C@H]3N2CCN(C3)CC)C1)NC1=C(C=CC=C1)NS(=O)(=O)C